(S)-1-((R or S)-3-(2-(5-fluorothiophen-2-yl)ethyl)-1-(2-(6-methylpyridin-3-yl)propan-2-yl)pyrrolidin-3-yl)ethyl isopropylcarbamate C(C)(C)NC(O[C@@H](C)[C@]1(CN(CC1)C(C)(C)C=1C=NC(=CC1)C)CCC=1SC(=CC1)F)=O |o1:8|